1-methyl-2-pyrrolidineethanol CN1C(CCC1)CCO